C(C)(C)(C)NC=1C(C(C1NCC1=NC=C(C=C1)C1=NOC(=N1)C(F)(F)F)=O)=O 3-(tert-butylamino)-4-(((5-(5-(trifluoromethyl)-1,2,4-oxadiazol-3-yl)pyridin-2-yl)methyl)amino)cyclobut-3-ene-1,2-dione